ClC1CC=2C=NC=CC2S1(=O)=O chloro-2,3-dihydro-1λ6-thieno[3,2-c]pyridine-1,1-dione